p-toluensulfonic acid CC1=CC=C(C=C1)S(=O)(=O)O